2-((6-(4-(3-Amino-2-oxopyrrolidin-1-yl)piperidin-1-yl)-3,5-dicyano-4-ethylpyridin-2-yl)thio)-2-phenylacetamide, Formic acid salt C(=O)O.NC1C(N(CC1)C1CCN(CC1)C1=C(C(=C(C(=N1)SC(C(=O)N)C1=CC=CC=C1)C#N)CC)C#N)=O